C1(=CC=CC=C1)N1CCN(CC1)CC=1C=C(C(=O)O)C=CC1 3-((4-Phenylpiperazin-1-yl)methyl)benzoic acid